C(C)(=O)N[C@@H]1CC[C@H](CC1)C(=O)N(C[C@@H]1CC[C@H](CC1)C1=CC(=C(C=C1)OC)C)C1=NC=CC(=C1)C=1N=C(OC1)C1CC1 trans-4-Acetamido-N-(4-(2-cyclopropyloxazol-4-yl)pyridine-2-yl)-N-((trans-4-(4-methoxy-3-methylphenyl)cyclohexyl)methyl)-cyclohexanecarboxamide